BrC=1C=C(C2=C(N(C(=N2)CO)C(C)C)C1)F [6-bromo-4-fluoro-1-(propan-2-yl)-1H-benzimidazol-2-yl]methanol